2-[4-[[(3R)-1-ethyl-3-piperidinyl]amino]-1H-pyrazolo[3,4-d]pyridazin-7-yl]-3-methyl-5-(trifluoromethyl)phenol C(C)N1C[C@@H](CCC1)NC1=C2C(=C(N=N1)C1=C(C=C(C=C1C)C(F)(F)F)O)NN=C2